tert-butyl (2s,5r)-4-(1-(4-fluorophenyl)-3-methoxy-3-oxopropyl)-2,5-dimethylpiperazine-1-carboxylate FC1=CC=C(C=C1)C(CC(=O)OC)N1C[C@@H](N(C[C@H]1C)C(=O)OC(C)(C)C)C